Cl.BrC1=CC=C(C(=N1)C[C@@]1(C[C@H](NCC1)C)C(=O)OC)F methyl (2R,4R)-4-((6-bromo-3-fluoropyridin-2-yl)methyl)-2-methylpiperidine-4-carboxylate hydrochloride